C(C1=CC=CC=C1)SC1=C(C(=CC(=C1)F)Cl)C 1-benzylsulfanyl-3-chloro-5-fluoro-2-methyl-benzene